[Br-].FC1=CC=C(C=C1)C(C[N+]1=CC=CC2=CC(=CC=C12)C)=O 1-(2-(4-Fluorophenyl)-2-oxoethyl)-6-methylquinolin-1-ium bromide